1-[2-(aminomethyl)-4-(trifluoromethyl)benzyl]-2-thioxo-1,2,3,5-tetrahydro-4H-pyrrolo[3,2-d]pyrimidin-4-one NCC1=C(CN2C(NC(C3=C2C=CN3)=O)=S)C=CC(=C1)C(F)(F)F